CC(CC(=O)O)P(=O)(OCC(CCCC)CC)OCC(CCCC)CC 3-methyl-3-[bis-(2-ethylhexyloxy)phosphoryl]propanoic acid